FC1=C(C=CC(=C1)C(N)C)C1=NC=2N=CCC(C2C(=C1)NC1=NC=C(C=C1)N1CCC(CC1)O)=O 2-[2-fluoro-4-(methyl-amino-methyl)phenyl]-4-[[5-(4-hydroxy-1-piperidyl)-2-pyridyl]amino]-6H-naphthyridin-5-one